2-(5-(2-(((1r,4r)-4-Aminocyclohexyl)amino)-1-phenylethyl)-2-chlorothiophen-3-yl)-3-fluorobenzamide NC1CCC(CC1)NCC(C1=CC=CC=C1)C1=CC(=C(S1)Cl)C1=C(C(=O)N)C=CC=C1F